C(#N)C1=C(\C=C/2\C(N(C(C2)=O)C(CCCCCC[NH-])O)=O)C=CC=C1 (E)-7-(3-(2-cyanobenzylidene)-2,5-dioxopyrrolidinyl)-N-hydroxyheptylamide